CS(=O)(=O)[O-].OC1=CC=C(C=C1)C[SH+]CC1=C(C=CC=C1)C (4-hydroxyphenyl)methyl-((2-methylphenyl)methyl)sulfonium methanesulfonate